[Au].NC=1C2=C(N=CN1)N(C(=C2C2=CC=C(C=C2)C(=O)N2[C@@H](CCCC2)C)C2=CC=C(C=C2)NC(C(=C)C)=O)C (R)-N-(4-(4-amino-7-methyl-5-(4-(2-methylpiperidine-1-carbonyl)phenyl)-7H-pyrrolo[2,3-d]pyrimidin-6-yl)phenyl)methacrylamide Gold